BrC=1C=C(C=CC1Cl)NC(CSC1=CC=C(C=C1)N1C(=NC2=CC=C(C=C2C1=O)C)C)=O N-(3-bromo-4-chlorophenyl)-2-((4-(2,6-dimethyl-4-oxoquinazolin-3(4H)-yl)phenyl)thio)acetamide